(S)-1'-(8-((3-Chloro-2-(methylamino)pyridin-4-yl)thio)-7-methylimidazo[1,2-c]pyrimidin-5-yl)-5,7-dihydrospiro[cyclopenta[b]pyridine-6,4'-piperidin]-5-amine ClC=1C(=NC=CC1SC=1C=2N(C(=NC1C)N1CCC3(CC1)[C@@H](C=1C(=NC=CC1)C3)N)C=CN2)NC